8-bromo-5-(methylsulfonyl)imidazo[1,5-c]pyrimidine-1-carbonitrile BrC=1C=2N(C(=NC1)S(=O)(=O)C)C=NC2C#N